(1s,3s)-3-{[3-(4-Fluorophenyl)-4-(6-phenylfuro[2,3-d]pyrimidin-4-yl)-1H-pyrazol-1-yl]methyl}cyclobutan-1-ol FC1=CC=C(C=C1)C1=NN(C=C1C=1C2=C(N=CN1)OC(=C2)C2=CC=CC=C2)CC2CC(C2)O